(S)- and (R)-2-((4-cyanophenethyl)amino)-N-(5-cyclobutylpyridin-2-yl)-2-phenylacetamide C(#N)C1=CC=C(CCN[C@H](C(=O)NC2=NC=C(C=C2)C2CCC2)C2=CC=CC=C2)C=C1 |r|